epoxycyclohexane C1CCC2C(C1)O2